tert-butyl N-[1-[6-(azidomethyl)-2-benzyloxy-3-pyridyl]-3-piperidyl]-N-(cyclobutylmethyl)carbamate N(=[N+]=[N-])CC1=CC=C(C(=N1)OCC1=CC=CC=C1)N1CC(CCC1)N(C(OC(C)(C)C)=O)CC1CCC1